3-(5-(1-(5-bromo-3-methylpicolinoyl)piperidin-4-yl)-4,6-difluoro-1-oxoisoindolin-2-yl)piperidine-2,6-dione BrC=1C=C(C(=NC1)C(=O)N1CCC(CC1)C=1C(=C2CN(C(C2=CC1F)=O)C1C(NC(CC1)=O)=O)F)C